tert-butyl (1-methyl-4-oxocyclohexyl)-carbamate CC1(CCC(CC1)=O)NC(OC(C)(C)C)=O